(2-(2,2-difluorovinyl)tetrahydro-1H-pyrrolizin-7a(5H)-yl)methanol FC(=CC1CC2(CCCN2C1)CO)F